Cl.Cl.NCC=1C=C(C=CC1)OC(=O)C=1C=NC(=C(C1)Cl)N1CCNCC1 5-chloro-6-piperazin-1-yl-pyridine-3-carboxylic acid [3-(aminomethyl) phenyl] ester dihydrochloride